ClC=1C=C2C(=NC(=NC2=C(C1C1=CC=CC2=C1N=C(O2)N)F)OC[C@]21CCCN1C[C@@H](C2)F)N2CCNCC(C2)(F)F 4-(6-chloro-4-(6,6-difluoro-1,4-diazepan-1-yl)-8-fluoro-2-(((2R,7aS)-2-fluorotetra-hydro-1H-pyrrolizin-7a(5H)-yl)methoxy)quinazolin-7-yl)benzo[d]oxazol-2-amine